C(N)(O[C@H](C(NCCC1=CC=C(C=C1)C1=CC=C(C=C1)OC(F)(F)F)=O)CCCC)=O (S)-(1-oxo-1-((2-(4'-(trifluoromethoxy)-[1,1'-biphenyl]-4-yl) ethyl) amino) hex-2-yl) carbamate